6-(4-Bromo-2-fluoro-benzyl)-7-hydroxy-6,7-dihydro-5H-pyrrolo[3,4-b]pyridin-5-one-7-d BrC1=CC(=C(CN2C(C3=NC=CC=C3C2=O)([2H])O)C=C1)F